N1(CCOCC1)C1=NC2=C(N=CC=C2C(=C1)CO)C=1NN=CC1 [2-(morpholin-4-yl)-8-(2H-pyrazol-3-yl)-[1,7]naphthyridin-4-yl]Methanol